(S)-3-(5-(((3S,4S)-1-((2-((3aR*,6aR*)-hexahydro-5H-furo[2,3-c]pyrrol-5-yl)quinazolin-6-yl)methyl)-4-(methoxymethyl)pyrrolidin-3-yl)oxy)-1-oxoisoindolin-2-yl)piperidine-2,6-dione O1CC[C@H]2[C@@H]1CN(C2)C2=NC1=CC=C(C=C1C=N2)CN2C[C@H]([C@@H](C2)COC)OC=2C=C1CN(C(C1=CC2)=O)[C@@H]2C(NC(CC2)=O)=O |o1:3,4|